3-[7-(4-carbamoylphenoxy)-3-(trifluoromethyl)-4,5,6,7-tetrahydroindazol-1-yl]-N-(2,2-difluoro-1,3-benzodioxol-5-yl)-N-methyl-benzamide C(N)(=O)C1=CC=C(OC2CCCC=3C(=NN(C23)C=2C=C(C(=O)N(C)C3=CC4=C(OC(O4)(F)F)C=C3)C=CC2)C(F)(F)F)C=C1